OC=1C=CNC1 (2R,4S)-4-Hydroxypyrrol